C(C)(C)(C)OC(=O)N1C(CNCC1)C=1C(N(C=CC1)CCC1=C(C=C(C=C1)Cl)F)=O (1-(4-chloro-2-fluorophenylethyl)-2-oxo-1,2-dihydropyridin-3-yl)piperazine-1-carboxylic acid tert-butyl ester